(difluoro(7-((4-nitrophenoxy)carbonyl)naphthalen-2-yl)methyl)phosphonic acid FC(C1=CC2=CC(=CC=C2C=C1)C(=O)OC1=CC=C(C=C1)[N+](=O)[O-])(F)P(O)(O)=O